1-(2-(4-cyclobutylpiperazin-1-yl)ethyl)-3-(4-(3-(piperidin-1-yl)cyclobutoxy)phenyl)urea C1(CCC1)N1CCN(CC1)CCNC(=O)NC1=CC=C(C=C1)OC1CC(C1)N1CCCCC1